N-(2-((2-(dimethylamino)ethyl)(ethyl)amino)-5-((4-(5-fluoro-1H-indol-3-yl)-5-(trifluoromethyl)pyrimidin-2-yl)amino)phenyl)acetamide CN(CCN(C1=C(C=C(C=C1)NC1=NC=C(C(=N1)C1=CNC2=CC=C(C=C12)F)C(F)(F)F)NC(C)=O)CC)C